N-(3-(4-(cyclopropylmethyl)-4H-1,2,4-triazol-3-yl)phenyl)-2,4-difluoro-5-(5-(hydroxymethyl)-1H-imidazol-1-yl)benzamide C1(CC1)CN1C(=NN=C1)C=1C=C(C=CC1)NC(C1=C(C=C(C(=C1)N1C=NC=C1CO)F)F)=O